CC1(OC2(CN(C2)C2=NC(=CC=C2)C2=NC3=CC(=NC=C3C=C2)CNC(C2=CC(=C(C=C2)C)S(=O)(=O)C)=O)CN(C1)C(=O)OCC1=CC=CC=C1)C benzyl 6,6-dimethyl-2-(6-(7-((4-methyl-3-(methylsulfonyl)benzamido)methyl)-1,6-naphthyridin-2-yl)pyridin-2-yl)-5-oxa-2,8-diazaspiro[3.5]nonane-8-carboxylate